O=C1NCCN(CC1)C(=O)OC(C)(C)C tert-butyl 5-oxo-1,4-diazacycloheptane-1-carboxylate